N-((5-(2-((6-chloro-3H-imidazo[4,5-b]pyridin-2-yl)thio)acetyl)thiophen-2-yl)methyl)-2-hydroxyacetamide ClC=1C=C2C(=NC1)NC(=N2)SCC(=O)C2=CC=C(S2)CNC(CO)=O